C(C)(C)O[Ti](C(CC(=O)COCC)=O)(C(CC(=O)COCC)=O)OC(C)C diisopropoxydi(ethoxyacetoacetyl)titanium (IV)